4-[5-(2-aminoethyl)pyrimidin-2-yl]-3-(2-morpholin-4-yl-1,3-oxazole-5-carbonyl)benzonitrile NCCC=1C=NC(=NC1)C1=C(C=C(C#N)C=C1)C(=O)C1=CN=C(O1)N1CCOCC1